ClC1=C(CN2CCC(CC2)C=O)C=CC=C1 1-(2-chlorobenzyl)piperidine-4-carbaldehyde